cadmium mercury telluride selenide [Hg](=[Te])=[Se].[Cd]